C12CNCC(N1C=1C(=C3CN(C(C3=CC1)=O)C1CNCCC1)F)C2 3-(5-(3,6-diazabicyclo[3.1.1]heptane-6-yl)-4-fluoro-1-oxoisoindoline-2-yl)piperidine